N1N=NN=C1C1=CC=C(C=C1)C1=CC(=CC(=C1)C(=O)O)C(=O)O 4'-(1H-tetrazole-5-yl)-[1,1'-biphenyl]-3,5-dicarboxylic acid